FC(C1=C2CNC(C2=CC(=C1)C=C)=O)(F)F 4-(trifluoromethyl)-6-vinylisoindolin-1-one